C(C1=CC=CC=C1)OC([C@@H](NC(=O)OCC1=CC=CC=C1)CC1=CC(=CC=C1)C(=O)OC(C)(C)C)=O N-[(benzyloxy)carbonyl]-3-(tert-butoxycarbonyl)-L-phenylalanine benzyl ester